(ethoxy)trimethylolpropane tri(methyl)acrylate CC(=C(C(=O)O)C)C.C(C)OC(C(CO)(CO)CO)C